furylacetate O1C(=CC=C1)CC(=O)[O-]